ClC1=C(C=CC=C1C1=C(C(=NC=C1)C1=CC(=CC(=C1)OC)CNC[C@@H](C)O)Cl)C1=CC=C(C(=N1)OC)CNC[C@H](C)O (S)-1-(((6-(2-chloro-3-(3-chloro-2-(3-((((R)-2-hydroxypropyl)amino)methyl)-5-methoxyphenyl)pyridin-4-yl)phenyl)-2-methoxypyridin-3-yl)methyl)amino)propan-2-ol